ClC=1C(=NC(=NC1)NC1=CC2=CN(N=C2C=C1)CC)NC1=C(C=CC=C1)P(=O)(C)C 5-chloro-N4-(2-dimethylphosphorylphenyl)-N2-(2-ethylindazol-5-yl)pyrimidine-2,4-diamine